(R)-1-(3-(6-aminopyridazin-3-yl)prop-2-yn-1-yl)-3-(2,4-bis(trifluoromethyl)phenyl)-7-fluoro-1,3,4,5-tetrahydro-2H-benzo[b]azepin-2-one NC1=CC=C(N=N1)C#CCN1C2=C(CC[C@@H](C1=O)C1=C(C=C(C=C1)C(F)(F)F)C(F)(F)F)C=C(C=C2)F